C1(CC1)C(=O)C=1N=C2N(N1)C(CC2F)C=2C=NOC2C Cyclopropyl-(7-fluoro-5-(5-methylisoxazol-4-yl)-6,7-dihydro-5H-pyrrolo[1,2-b][1,2,4]triazol-2-yl)methanone